C(C)(C)(C)OC(=O)C1=C(OCC(=O)NCCCC2=CC(=NC=3N2N=C(C3)[C@H]3N(CCCC3)C(=O)OC(C)(C)C)C3CC3)C=CC(=C1)F tert-butyl (2S)-2-[7-[3-[[2-(2-tert-butoxycarbonyl-4-fluoro-phenoxy)acetyl]amino]propyl]-5-cyclopropyl-pyrazolo[1,5-a]pyrimidin-2-yl]piperidine-1-carboxylate